FC=1C=C(C=CC1)C=1C=NC(=NC1)NC=1C=C(C(=O)NC=2C=C3CCN(C3=CC2)C(=O)OC(C)(C)C)C=CC1 tertButyl 5-(3-((5-(3-fluorophenyl)pyrimidin-2-yl)amino)benzamido)indoline-1-carboxylate